CN([C@H]1CN(CC1)C(=O)OC(C)(C)C)CCCC[C@@H]1NC2=NC=CC=C2CC1 tert-butyl (R)-3-(methyl(4-((S)-1,2,3,4-tetrahydro-1,8-naphthyridin-2-yl)butyl)amino)pyrrolidine-1-carboxylate